tert-butyl-4-(5-amino-7-{8-cyano-2-methylimidazo[1,2-a]pyridin-6-yl}-4-oxoquinazolin-3-yl)piperidine-1-carboxylate C(C)(C)(C)OC(=O)N1CCC(CC1)N1C=NC2=CC(=CC(=C2C1=O)N)C=1C=C(C=2N(C1)C=C(N2)C)C#N